FC1=CC=C(C=C1)NC(=O)C1(CC1)C(=O)NC1=CC=C(OC2=CC=NC3=CC(=CC=C23)C(=O)OC)C=C1 methyl 4-[4-[[1-[(4-fluorophenyl)carbamoyl]cyclopropanecarbonyl]amino]phenoxy]quinoline-7-carboxylate